3-methoxy-1,3,5-trimethyl-8-[[(1R)-1-[3-(1,1-difluoro-2-hydroxy-ethyl)-2-fluoro-phenyl]ethyl]amino]pyrrolo[2,3-g]phthalazin-2-one COC1(C(N(C2=CC=3C(=NN=C(C3C=C21)C)N[C@H](C)C2=C(C(=CC=C2)C(CO)(F)F)F)C)=O)C